C1=C(C=CC=2CCCCC12)OC=1N=NNC1 4-((5,6,7,8-tetrahydronaphthalen-2-yl)oxy)-1H-1,2,3-triazole